N-(5-(6-ethoxypyrazin-2-yl)pyridin-2-yl)-4-methoxy-2-methyl-2-(2-(methylsulfonylamino)pyrimidin-4-yl)butyramide C(C)OC1=CN=CC(=N1)C=1C=CC(=NC1)NC(C(CCOC)(C1=NC(=NC=C1)NS(=O)(=O)C)C)=O